(1R,3r,5S)-8-((4-(difluoromethoxy)phenyl)sulfonyl)-3-(4-methylpiperidin-1-yl)-8-azabicyclo[3.2.1]octane FC(OC1=CC=C(C=C1)S(=O)(=O)N1[C@H]2CC(C[C@@H]1CC2)N2CCC(CC2)C)F